C(C1=CC=CC=C1)OCC1(OCCO1)CC(=O)NCC1=C(C=C(C=C1F)F)F 2-(2-((Benzyloxy)methyl)-1,3-dioxolan-2-yl)-N-(2,4,6-trifluorobenzyl)acetamide